3,3'-dimethyl-6-nitrospiro[2H-1-benzopyran-2,2'-benzoxazoline] CC1=CC2=C(OC13OC1=C(N3C)C=CC=C1)C=CC(=C2)[N+](=O)[O-]